2H-pyrrolo[3,4-c]quinolin-4(5H)-one C=1NC=C2C(NC=3C=CC=CC3C21)=O